8-((4-methoxybenzyl)(methyl)amino)-6-((2-carbonyl-2H-[1,2'-bipyridyl]-3-yl)amino)imidazo[1,2-b]pyridazine-3-carboxylic acid COC1=CC=C(CN(C=2C=3N(N=C(C2)NC=2C(N(C=CC2)C2=NC=CC=C2)=C=O)C(=CN3)C(=O)O)C)C=C1